2-hydroxy-1,4-diazabicyclo[2.2.2]octane, hydrochloride Cl.OC1N2CCN(C1)CC2